7-(4-(tert-butyl)naphthalen-2-yl)-3-methyl-2-(methyl-diphenylsilyl)thieno[2,3-c]Pyridine C(C)(C)(C)C1=CC(=CC2=CC=CC=C12)C=1N=CC=C2C1SC(=C2C)[Si](C2=CC=CC=C2)(C2=CC=CC=C2)C